FC(CN1C(=NC2=C1C=C(C=C2)C=2C=CN1N=C(N=CC12)NC1CC(C1)(C(=O)N(C)C)C)C)F (1s,3s)-3-((5-(1-(2,2-difluoroethyl)-2-methyl-1H-benzo[d]imidazol-6-yl)pyrrolo[2,1-f][1,2,4]triazin-2-yl)amino)-N,N,1-trimethylcyclobutane-1-carboxamide